C(C1=CC=CC=C1)OC(=O)N[C@H](CN[C@H](C(=O)OC)CC1CCCCC1)C(C)(C)C methyl (S)-2-((S)-2-(((benzyloxy) carbonyl) amino)-3,3-dimethylbutylamino)-3-cyclohexylpropionate